methyl 5-{2-[methoxy (methyl) amino] ethoxy}-3-methylpyridine-2-carboxylate CON(CCOC=1C=C(C(=NC1)C(=O)OC)C)C